C(#N)C1=CNC2=C(C=CC(=C12)F)NS(=O)(=O)C1=CC(=NO1)C N-(3-cyano-4-fluoro-1H-indol-7-yl)-3-methyl-1,2-oxazole-5-sulfonamide